C[C@@H]1C[C@H]2[C@@H]3CCC4=CC(=O)C=C[C@@]4([C@]3([C@H](C[C@@]2([C@H]1C(=O)CO)C)O)F)C The molecule is dexamethasone in which the hydroxy group at the 17alpha position is substituted by hydrogen. A synthetic corticosteroid with glucocorticoid activity, it is used as an anti-inflammatory and anti-pruritic in the treatment of various skin disorders, including skin allergies and psoriasis. It has a role as an anti-inflammatory drug and an antipruritic drug. It is an 11beta-hydroxy steroid, a 21-hydroxy steroid, a glucocorticoid, a 20-oxo steroid, a fluorinated steroid, a 3-oxo-Delta(1),Delta(4)-steroid and a primary alpha-hydroxy ketone.